3-(5-(1-(2-hydroxyethyl)-4-(pyrrolidin-1-ylmethyl)-1H-pyrrolo[2,3-b]pyridin-6-yl)-1-oxoisoindolin-2-yl)piperidine-2,6-dione OCCN1C=CC=2C1=NC(=CC2CN2CCCC2)C=2C=C1CN(C(C1=CC2)=O)C2C(NC(CC2)=O)=O